COC=1C=C(C=CC1)[C@H]1N(OCC1)C=1C2=C(N=C(N1)NC1=CC=C(C=C1)N1CCN(CC1)C)NC=C2 (S)-4-(3-(3-methoxyphenyl)isoxazolidin-2-yl)-N-(4-(4-methylpiperazin-1-yl)phenyl)-7H-pyrrolo[2,3-d]pyrimidin-2-amine